N-[(2E)-1-[(6-Chloropyridin-3-yl)methyl]pyridin-2(1H)-yliden]-2,2,2-trifluoroacetamid ClC1=CC=C(C=N1)CN1\C(\C=CC=C1)=N\C(C(F)(F)F)=O